ClC1=NC=CC(=N1)N1C[C@H]2CC[C@@H](C1)N2C(=O)OCCCC Butyl (1R,5S)-3-(2-Chloropyrimidin-4-yl)-3,8-diazabicyclo[3.2.1]-octane-8-carboxylate